BrC=1C(=C2C=NC(=NN2C1C1=NC=C(C=C1)C(C)(C)C)N[C@H]1[C@@H](COCC1)F)F 6-bromo-7-(5-(tert-butyl)pyridin-2-yl)-5-fluoro-N-((3S,4R)-3-fluorotetrahydro-2H-pyran-4-yl)pyrrolo[2,1-f][1,2,4]triazin-2-amine